ISOTHIAZOLE-5-BORONIC ACID S1N=CC=C1B(O)O